BrC1=CC(=NC2=CC=CC=C12)C=NS(=O)C(C)(C)C N-((4-Bromoquinolin-2-yl)methylene)-2-methylpropane-2-sulfinamide